N-ETHYL-2-(2-FORMYL-4-NITROPHENOXY)ACETAMIDE C(C)NC(COC1=C(C=C(C=C1)[N+](=O)[O-])C=O)=O